O[C@H](CN(CCCC[C@H]1C(N[C@H](C(N1)=O)CCCCN(C[C@H](CCCCCCCCCC)O)C[C@H](CCCCCCCCCC)O)=O)C[C@H](CCCCCCCCCC)O)CCCCCCCCCC (3s,6S)-3,6-bis(4-(bis((S)-2-hydroxydodecyl)amino)butyl)piperazine-2,5-dione